C(CCC1=CC=CC=C1)(=O)C1=C(C=CC=C1)CCN Hydrocinnamoyl-Benzene-ethanamine